ClC1=C(C=NN1)C1=CC=C2C(N(C=NC2=C1)CC=1C=C(C(=O)NC2CCC(CC2)O)C=CC1)=O 3-((7-(5-chloro-1H-pyrazol-4-yl)-4-oxoquinazolin-3(4H)-yl)methyl)-N-((1s,4s)-4-hydroxycyclohexyl)benzamide